2,4-bis[(3-methyl-4-hydroxyphenyl)methyl]-6-cyclohexylphenol CC=1C=C(C=CC1O)CC1=C(C(=CC(=C1)CC1=CC(=C(C=C1)O)C)C1CCCCC1)O